C(CCCCCC)NCCCCCCC di(n-heptyl)amine